CCCCCCCCCCCCCCCCCCCCCC(=O)O[C@H](COC(=O)CCCCCCCCC/C=C\CCCCCCCCCC)COP(=O)(O)OC[C@@H](C(=O)O)N 1-(11Z-docosenoyl)-2-docosanoyl-glycero-3-phosphoserine